CNC(OC1=C(C=CC=C1)Cl)=O 2-chlorophenyl N-methylcarbamate